[18F]-Fluorocyclobutan [18F]C1CCC1